C1(CCC1)N(CC#N)CCOC 2-(cyclobutyl-(2-methoxyethyl)amino)acetonitrile